C(C)OC(CC(=O)NC1=C(C=C(C=C1)Cl)[N+](=O)[O-])=O 3-((4-chloro-2-nitrophenyl)amino)-3-oxopropanoic acid ethyl ester